FC(CC[C@@H](C(C(=O)NC)=O)NC(=O)C=1C(=NC=C(C1)F)NC(C1=CC(=CC=C1)C(F)(F)F)=O)(C)F N-[(1S)-4,4-difluoro-1-[2-(methylamino)-2-oxo-acetyl]pentyl]-5-fluoro-2-[[3-(trifluoromethyl)benzoyl]amino]pyridine-3-carboxamide